2-(3,4-dihydroxybenzamido)-3-(1H-indol-3-yl)propanoate OC=1C=C(C(=O)NC(C(=O)[O-])CC2=CNC3=CC=CC=C23)C=CC1O